OB1OCC2=C1C=CC(=C2)OC2=CC=C(C#N)C=C2 4-[(1,3-dihydro-1-hydroxy-2,1-benzoxaborole-5-yl)oxy]Benzonitrile